ClC=1C(=NC(=NC1)C=1CCN(CC1)C1CN(CCC1)CCC(=O)N)N[C@H](C)C1=C(C=C(C=C1)Cl)Cl 3-(3-(4-(5-chloro-4-(((R)-1-(2,4-dichlorophenyl)ethyl)amino)pyrimidin-2-yl)-3,6-dihydropyridin-1(2H)-yl)piperidin-1-yl)propanamide